FC=1C(=CC(=NC1)C)C1=CC=2N(C=C1)N=C(C2)NC2=NN(C=C2)C 5-(5-fluoro-2-methylpyridin-4-yl)-N-(1-methyl-1H-pyrazol-3-yl)pyrazolo[1,5-a]pyridin-2-amine